(E)-3-(2-((4-(2-(4-chloro-2-fluorophenyl)-2-methylbenzo[d][1,3]dioxol-4-yl)piperidin-1-yl)methyl)-1-(isoxazol-5-ylmethyl)-1H-imidazol-4-yl)acrylic acid ClC1=CC(=C(C=C1)C1(OC2=C(O1)C=CC=C2C2CCN(CC2)CC=2N(C=C(N2)/C=C/C(=O)O)CC2=CC=NO2)C)F